N(=[N+]=[N-])CC1=NC=C(C=C1C#N)Cl (azidomethyl)-5-chloropyridine-3-carbonitrile